2-((4-(5-methylthiophen-2-yl)-3-oxopiperazin-1-yl)methyl)acrylonitrile CC1=CC=C(S1)N1C(CN(CC1)CC(C#N)=C)=O